(R)-2-(5-(4-(trifluoromethyl)phenoxy)-2-naphthamido)propyl L-leucinate N[C@@H](CC(C)C)C(=O)OC[C@@H](C)NC(=O)C1=CC2=CC=CC(=C2C=C1)OC1=CC=C(C=C1)C(F)(F)F